5-cyclopropyl-1,2-dihydro-2,7-naphthyridin-1-one C1(CC1)C1=C2C=CNC(C2=CN=C1)=O